C(C1=CC=CC=C1)O[C@@H](C)[C@H]1N(S(C2=C(N(C1)C1=CC=CC=C1)C=C(C(=C2)C=2C=CC(=C(C(=O)OC)C2)F)Cl)(=O)=O)C methyl 5-((S)-3-((S)-1-(benzyloxy)ethyl)-7-chloro-2-methyl-1,1-dioxido-5-phenyl-2,3,4,5-tetrahydrobenzo[f][1,2,5]thiadiazepin-8-yl)-2-fluorobenzoate